CC1=C(C(=O)O)C=CC(=C1)C#N 2-Methyl-4-cyanobenzoic acid